ClC1=C(C=CC(=C1)CN1CCCC1)N1C=NC(=C1)C1=NC(=NC=C1C(F)(F)F)NC1CCN(CC1)S(=O)(=O)C 4-(1-(2-chloro-4-(pyrrolidin-1-ylmethyl)phenyl)-1H-imidazol-4-yl)-N-(1-(methylsulfonyl)piperidin-4-yl)-5-(trifluoromethyl)pyrimidin-2-amine